(±)-1-((5-chloro-1-methyl-1H-indol-2-yl)methyl)-8-((cis)-3-hydroxycyclopentylamino)-3,7-dimethyl-1H-purine-2,6(3H,7H)-dione ClC=1C=C2C=C(N(C2=CC1)C)CN1C(N(C=2N=C(N(C2C1=O)C)N[C@@H]1C[C@@H](CC1)O)C)=O |r|